FC(C1=CC=C(C=C1)C=CC(=O)O)F 3-(4-(difluoromethyl)phenyl)acrylic acid